2-(4-cyclopropanecarbonyl-phenyl)-2-methyl-propionitrile C1(CC1)C(=O)C1=CC=C(C=C1)C(C#N)(C)C